FC=1C(=NC=C(C1)OC)N1C(N(C=2C=NC=3C=C(C(=CC3C21)C=2NN=CC2)OC)C)=O 1-(3-Fluoro-5-methoxy-pyridin-2-yl)-7-methoxy-3-methyl-8-(2H-pyrazol-3-yl)-1,3-dihydroimidazo[4,5-c]quinolin-2-one